tert-butyl (2-(5-amino-6-methylnicotinamido)ethyl)(2-hydroxyethyl)carbamate NC=1C(=NC=C(C(=O)NCCN(C(OC(C)(C)C)=O)CCO)C1)C